BrC=1C(=C(C(=CC1)NC1=C(C=C(C=C1)OCC1=CC=CC=C1)OCC1=CC=CC=C1)N)F 4-bromo-N1-(2,4-dibenzyloxyphenyl)-3-fluoro-benzene-1,2-diamine